C1(CCCC1)C1=CC(=NC=C1C(F)(F)F)COC=1C=C2CCC(=C(C2=CC1)C)CN1CC(C1)C(=O)Cl 1-[(6-{[4-cyclopentyl-5-(trifluoromethyl)pyridin-2-yl]methoxy}-1-methyl-3,4-dihydronaphthalen-2-yl)methyl]azetidine-3-carbonyl chloride